FC1=C(C(=CC(=C1)OC)F)[C@H]1[C@@H](C(NC1)=O)NC(=O)NC=1C=NC=CC1 |o1:10,11| (-)-1-[(3S*,4R*)-4-(2,6-difluoro-4-methoxy-phenyl)-2-oxo-pyrrolidin-3-yl]-3-(pyridin-3-yl)urea